2-(7-chloro-4-(methylamino)-2-oxo-quinazolin-1(2H)-yl)benzonitrile ClC1=CC=C2C(=NC(N(C2=C1)C1=C(C#N)C=CC=C1)=O)NC